2-[(Hexyloxy)carbonyl]octanoic acid C(CCCCC)OC(=O)C(C(=O)O)CCCCCC